1-[2-(difluoromethyl)-4-fluorophenyl]ethan-1-ol FC(C1=C(C=CC(=C1)F)C(C)O)F